tert-butyl 3-(8-((2-ethoxy-2-oxoethyl)(4-methoxybenzyl)amino)-3-(trifluoromethyl)imidazo[1,2-b]pyridazin-6-yl)-3,6-diazabicyclo[3.1.1]heptane-6-carboxylate C(C)OC(CN(C=1C=2N(N=C(C1)N1CC3N(C(C1)C3)C(=O)OC(C)(C)C)C(=CN2)C(F)(F)F)CC2=CC=C(C=C2)OC)=O